C(C)(C)(C)OC(=O)N(C1=CC(=NC(=N1)C(N)=S)OC1CN(C1)C(=O)OC(C)(C)C)C1CCC(CC1)(F)F tert-butyl 3-((6-((tert-butoxycarbonyl) (4,4-difluorocyclohexyl)amino)-2-carbamothioylpyrimidin-4-yl)oxy)azetidine-1-carboxylate